3-amino-3-methyl-oxetane NC1(COC1)C